O=C1NC(CCC1N1C(C2=CC=C(C=C2C1=O)F)=O)=O 2-(2,6-bisoxopiperidin-3-yl)-5-fluoroisoindoline-1,3-dione